N-[2-fluoro-5-[2-(2-hydroxyethoxy)-6-(morpholin-4-yl)pyridin-4-yl]-4-methylphenyl]-3-(2,2,2-trifluoro-1-hydroxyethyl)pyrrolidine-1-carboxamide FC1=C(C=C(C(=C1)C)C1=CC(=NC(=C1)N1CCOCC1)OCCO)NC(=O)N1CC(CC1)C(C(F)(F)F)O